NCC(C(OCC)OCC)[SiH3] alpha-aminomethyldiethoxyethylsilane